N-(5-(2-chloro-6-methylpyridin-4-yl)-4-(4-fluorophenyl)pyrimidin-2-yl)morpholine-4-carboxamide ClC1=NC(=CC(=C1)C=1C(=NC(=NC1)NC(=O)N1CCOCC1)C1=CC=C(C=C1)F)C